C[C@H]1[C@@H]([C@H]([C@H]([C@@H](O1)OC[C@@H]2[C@H]([C@@H]([C@H]([C@@H](O2)OC3=C(OC4=CC(=CC(=C4C3=O)O)O)C5=CC=C(C=C5)O)O)O)O)O)O)O The molecule is a kaempferol O-glucoside that is kaempferol attached to a rutinosyl [6-deoxy-alpha-L-mannosyl-(1->6)-beta-D-glucosyl] residue at position 3 via a glycosidic linkage. It has been isolated from the leaves of Solanum campaniforme. It has a role as a metabolite, a radical scavenger and a plant metabolite. It is a rutinoside, a trihydroxyflavone, a disaccharide derivative and a kaempferol O-glucoside.